3-(2-(dimethylamino)ethyl)-6-nitroquinazolin-4(3H)-one CN(CCN1C=NC2=CC=C(C=C2C1=O)[N+](=O)[O-])C